ethyl 2-(6-cyclopropylimidazo[1,2-a]pyridin-2-yl)-4-(sulfooxy)butanoate C1(CC1)C=1C=CC=2N(C1)C=C(N2)C(C(=O)OCC)CCOS(=O)(=O)O